4-[4-(2-aminoethyl)phenyl]-3-[(4-phenylimidazol-1-yl)methyl]benzonitrile NCCC1=CC=C(C=C1)C1=C(C=C(C#N)C=C1)CN1C=NC(=C1)C1=CC=CC=C1